C(C)(C)(C)OC(N(C)CCN)=O N-(2-aminoethyl)-N-methyl-carbamic acid tert-butyl ester